FC(C1=CC=C(C=C1)C=1C(=CC=C(C1)NS(=O)(=O)CC)C(=O)O)F 4'-(difluoromethyl)-5-(ethylsulfonamido)-[1,1'-biphenyl]-2-carboxylic acid